C(C)(=O)OC(C(C(=O)OC)=C)C1=NC=C(C(=C1)Cl)F methyl 2-[(acetyloxy)(4-chloro-5-fluoropyridin-2-yl)methyl]prop-2-enoate